C(C)(=O)C1=NN(C2=C(C=C(C=C12)C=1C=NC(=NC1)C)C)CC(=O)N1[C@@H]2C[C@@]2(C[C@H]1C(=O)N[C@H]1C(CCCC1)(F)F)C (1R,3S,5R)-2-(2-(3-acetyl-7-methyl-5-(2-methylpyrimidin-5-yl)-1H-indazol-1-yl)acetyl)-N-((R)-2,2-difluorocyclohexyl)-5-methyl-2-azabicyclo[3.1.0]hexane-3-carboxamide